5-(5-hydroxy-1H-indol-3-yl)-3-(1H-indol-3-yl)-2H-pyrrol-2-one OC=1C=C2C(=CNC2=CC1)C=1C=C(C(N1)=O)C1=CNC2=CC=CC=C12